tert-butyl (1R,4R)-5-(5-(5-(difluoromethyl)-1,3,4-oxadiazol-2-yl)thiazol-2-yl)-2,5-diazabicyclo[2.2.1]heptane-2-carboxylate FC(C1=NN=C(O1)C1=CN=C(S1)N1[C@H]2CN([C@@H](C1)C2)C(=O)OC(C)(C)C)F